Cl.Cl.C1(CC1)N1C[C@H](NCC1)C(C)C (3R)-1-cyclopropyl-3-isopropylpiperazine dihydrochloride